N-(2,3-dihydro-1H-inden-2-yl)cyclohexane-1-carboxamide C1C(CC2=CC=CC=C12)NC(=O)C1CCCCC1